OC1(CCCCC1)C1C(CCC1)=O 2-(1-hydroxycyclohexyl)cyclopentanone